3-((S)-2-oxo-4-(trifluoromethyl)imidazolidin-1-yl)propanenitrile O=C1N(C[C@H](N1)C(F)(F)F)CCC#N